(trimethyl-silyl)phenyl-boronic acid C[Si](C)(C)C1=C(C=CC=C1)B(O)O